C(CCCCCCCCCCCCCCC)(=O)OCCCCCCCCCCCC monolauryl palmitate